8-(((4-bromo-3-chlorophenyl)thio)methyl)-1,4-dioxaspiro[4.5]decane BrC1=C(C=C(C=C1)SCC1CCC2(OCCO2)CC1)Cl